8-bromo-4H-benzoxazin-4-one BrC1=CC=CC=2C(C=NOC21)=O